CN1C(=C(C=C1)C(=O)NC=1C=C2C=NN(C2=CC1)C1OCCCC1)C 1,2-Dimethyl-N3-(1-tetrahydro-2H-pyran-2-yl-1H-indazol-5-yl)-1H-pyrrole-3-carboxamide